C(C1=CC=CO1)SC(CC(C)=O)C 4-furfurylthiopentanone